CC1=C(C=CC=C1C)N1CCN(CC1)C(CN1N=C(C2=C1CCC2)C(=O)N2CCN(CC2)C([C@H](C)O)=O)=O (S)-1-(4-(1-(2-(4-(2,3-Dimethylphenyl)piperazin-1-yl)-2-oxoethyl)-1,4,5,6-tetrahydrocyclopenta[c]pyrazol-3-carbonyl)piperazin-1-yl)-2-hydroxypropan-1-on